NC1=C(C=C(N=N1)C1=C(C=CC=C1)O)N1C[C@H](CCC1)C1=CC=C(C=C1)N1CCC(CC1)C(OC)OC |o1:16| (R*)-2-(6-Amino-5-(3-(4-(4-(dimethoxymethyl)piperidin-1-yl)phenyl)piperidin-1-yl)pyridazin-3-yl)phenol